4-(7-cyclopropoxy-3,6-difluoroquinolin-4-yl)-2-isopropylbenzoic acid C1(CC1)OC1=C(C=C2C(=C(C=NC2=C1)F)C1=CC(=C(C(=O)O)C=C1)C(C)C)F